N[C@@H]1C2=CC=CC=C2CC12CCN(CC2)C2=NC(=C(C(=N2)C(=O)N)C2=C(C(=CC=C2)Cl)Cl)C 2-[(1S)-1-amino-1,3-dihydrospiro[indene-2,4'-piperidin]-1'-yl]-5-(2,3-dichlorophenyl)-6-methylpyrimidine-4-carboxamide